COCCOC=1C2=C(N=C(N1)NC1=CC=C(C=C1)CN1CCN(CC1)C)NC=C2C2=CC=C(C=C2)S(=O)(=O)N2CCCCC2 4-(2-methoxyethoxy)-N-(4-((4-methylpiperazin-1-yl)methyl)phenyl)-5-(4-(piperidin-1-ylsulfonyl)phenyl)-7H-pyrrolo[2,3-d]pyrimidin-2-amine